4-[2-Cyclopropyl-6-(4-fluoro-6-{[(4-hydroxy-3-methyl-oxolan-3-yl)amino]methyl}-1-oxo-3H-isoindol-2-yl)pyridin-4-yl]-3-(4-methyl-1,2,4-triazol-3-yl)benzonitrile C1(CC1)C1=NC(=CC(=C1)C1=C(C=C(C#N)C=C1)C1=NN=CN1C)N1C(C2=CC(=CC(=C2C1)F)CNC1(COCC1O)C)=O